CC1=CC=CC(=N1)CNC1C(CCCC1)OC=1C=C2CN(C(C2=CC1)=O)C1C(NC(CC1)=O)=O 3-(5-((2-(((6-methylpyridin-2-yl)methyl)amino)cyclohexyl)oxy)-1-oxoisoindolin-2-yl)piperidine-2,6-dione